(R)-N-(8-chloroisoquinolin-1-yl)-2-fluoro-4-iodo-N-(piperidin-3-yl)benzamide ClC=1C=CC=C2C=CN=C(C12)N(C(C1=C(C=C(C=C1)I)F)=O)[C@H]1CNCCC1